N-(2',4',5'-trifluorobiphenyl-2-yl)-1-methyl-3-trifluoromethylpyrazol-4-ylcarboxamide FC1=C(C=C(C(=C1)F)F)C1=C(C=CC=C1)NC(=O)C=1C(=NN(C1)C)C(F)(F)F